FC1(CCC(CC1)[C@H](NC(=O)C=1C(=NOC1)C(F)(F)F)C=1N=C2N(N=CC(=C2)CC2C(N[C@@H](C2)C(F)(F)F)=O)C1)F N-((1S)-(4,4-difluorocyclohexyl)(7-(((5S)-2-oxo-5-(trifluoromethyl)pyrrolidin-3-yl)methyl)imidazo[1,2-b]pyridazin-2-yl)methyl)-3-(trifluoromethyl)isoxazole-4-carboxamide